[N+](=O)([O-])C=1C=C(C=CC1NCC1CCOCC1)S(=O)(=O)N 3-nitro-4-[(oxan-4-ylmethyl)amino]Benzenesulfonamide